NC1=NC=CC=C1C1=NC=2C(=NC(=CC2)C2=CC=CC=C2)N1C1=CC=C(CN2CC(CCCC2)NC(C2=CC(=C(C=C2)C=O)O)=O)C=C1 N-(1-(4-(2-(2-Aminopyridin-3-yl)-5-phenyl-3H-imidazo[4,5-b]pyridin-3-yl)benzyl)azepan-3-yl)-4-formyl-3-hydroxybenzamide